FC(C1=NN=C(S1)C1=NN=C2N1C=C(C=C2N2CCN(CC2)CC(C)C)S(=O)(=O)NC2(CC2)C)F 3-(5-(difluoromethyl)-1,3,4-thiadiazol-2-yl)-8-(4-isobutylpiperazin-1-yl)-N-(1-methylcyclopropyl)-[1,2,4]triazolo[4,3-a]pyridine-6-sulphonamide